6-(1H-pyrazol-4-yl)-N-(1-(pyridin-4-ylmethyl)piperidin-4-yl)quinoline-3-carboxamide N1N=CC(=C1)C=1C=C2C=C(C=NC2=CC1)C(=O)NC1CCN(CC1)CC1=CC=NC=C1